N-phenyl-N'-(1,3-diphenylbutyl)-p-phenylenediamine C1(=CC=CC=C1)NC1=CC=C(C=C1)NC(CC(C)C1=CC=CC=C1)C1=CC=CC=C1